BrCCCCCCOC1OCCCC1 2-[(6-bromohexyl)oxy]oxane